[Si](C1=CC=CC=C1)(C1=CC=CC=C1)(C(C)(C)C)OCC1CN(CCOC1)C(=O)OC(C)(C)C tert-butyl 6-(((tert-butyldiphenylsilyl)oxy)methyl)-1,4-oxazepane-4-carboxylate